ClC=1N=C(C2=C(N1)C=C(S2)CN2CCN(CC2)S(=O)(=O)C)N2C1COC(C2)C1 5-(2-chloro-6-((4-(methylsulfonyl)piperazin-1-yl)methyl)thieno[3,2-d]pyrimidin-4-yl)-2-oxa-5-azabicyclo[2.2.1]heptane